1-(5-methoxy-2-nitro-4-(prop-2-yn-1-yloxy)-benzoyl)-(2S)-4-methylenepyrrolidine-2-carboxylic acid methyl ester COC(=O)[C@H]1N(CC(C1)=C)C(C1=C(C=C(C(=C1)OC)OCC#C)[N+](=O)[O-])=O